3-bromo-N-(4-fluorophenyl)-6-methyl-5-nitro-pyridin-2-amine BrC=1C(=NC(=C(C1)[N+](=O)[O-])C)NC1=CC=C(C=C1)F